C(C1=CC=CC=C1)N(C=O)C(C)=C(CCNC=1C2=CC=C(C=C2N=C2CCCCC12)Cl)SSCC(C)C N-benzyl-N-(5-((6-chloro-1,2,3,4-tetrahydroacridin-9-yl)amino)-3-(isobutyldithio)pent-2-en-2-yl)carboxamide